(3S,4S)-1-Cyclopentyl-4-{[5-(2,4,6-trifluoro-phenyl)-isoxazole-3-carbonyl]-amino}-piperidine-3-carboxylic acid ((R)-1-pyridin-2-yl-ethyl)-amide N1=C(C=CC=C1)[C@@H](C)NC(=O)[C@H]1CN(CC[C@@H]1NC(=O)C1=NOC(=C1)C1=C(C=C(C=C1F)F)F)C1CCCC1